C(C)(C)(C)OC(=O)N1CCC(CCC1)OC=1C=2N(C=C(N1)C=1C(=NN(C1)C)C)N=CC2 tert-butyl-4-[6-(1,3-dimethylpyrazol-4-yl)pyrazolo[1,5-a]pyrazin-4-yl]oxyazepane-1-carboxylate